C(CCCCCCC\C=C/CCCCCCCC)(=O)OC[C@@H](OC(CCCCCCCCCCCCC)=O)COP(=O)([O-])OCC[N+](C)(C)C 1-oleoyl-2-myristoyl-sn-glycero-3-phosphocholine